C(C1=CC=CC=C1)OC1=CC=CC(=N1)C#N 6-(benzyloxy)picolinonitrile